[3-[2-(dimethylamino)ethyl]-5-methoxy-indol-1-yl]-phenyl-methanone CN(CCC1=CN(C2=CC=C(C=C12)OC)C(=O)C1=CC=CC=C1)C